COC(=O)C1=CC2=C(N=C(S2)Br)C(=C1)O[C@@H](CC)CC=O 2-bromo-4-[(3S)-oxopent-3-yloxy]-1,3-benzothiazole-6-carboxylic acid methyl ester